Pyridine-1-carboxamide N1(CC=CC=C1)C(=O)N